1,3-dihydrothieno[c]Pyridine S1CCC=2C1=CN=CC2